ethyl 5-(1-cyanocyclopropyl)-2-methyl-pyridine-3-carboxylate C(#N)C1(CC1)C=1C=C(C(=NC1)C)C(=O)OCC